7-[9-[(4,4,5,5,5-pentafluoropentyl)sulfinyl]nonyl]-estra-1,3,5(10)-triene-3,17-diol FC(CCCS(=O)CCCCCCCCCC1[C@H]2[C@@H]3CCC([C@@]3(C)CC[C@@H]2C=2C=CC(=CC2C1)O)O)(C(F)(F)F)F